FC1=C(C(=O)N2CCC(CC2)CN2CCC(CC2)CNC(=O)C2=CC=CC=3NC(=NC32)C(C)C)C=CC(=C1)F 2-isopropyl-1H-benzoimidazole-4-carboxylic acid {1-[1-(2,4-difluoro-benzoyl)piperidin-4-ylmethyl]piperidin-4-ylmethyl}amide